4-bromo-3-chloro-7-fluoro-6-methyl-5-(trifluoromethyl)-1H-indazole BrC1=C2C(=NNC2=C(C(=C1C(F)(F)F)C)F)Cl